anthranyl acrylate C(C=C)(=O)OC1=CC=CC2=CC3=CC=CC=C3C=C12